FC(O[C@H]1C[C@H](C1)C1=NN=C(O1)[C@@H]1[C@H]2C[C@@H]([C@@H](C1)O2)NC(OCC[Si](C)(C)C)=O)(F)F |&1:12,13,15,16| 2-(trimethylsilyl)ethyl [rac-(1R,2S,4R,5S)-5-{5-[cis-3-(trifluoromethoxy)cyclobutyl]-1,3,4-oxadiazol-2-yl}-7-oxabicyclo[2.2.1]heptan-2-yl]carbamate